CC=1NC(=CC1C(C)=O)C 2,5-dimethyl-3-acetylpyrrole